N-benzyl-1-(4-ethoxybenzyl)-7-isobutyl-1,2,3,3a,7,7a-hexahydro-6H-3,6-methanopyrrolo[3,2-c]pyridine-6-carboxamide C(C1=CC=CC=C1)NC(=O)C12C(C3C(C=N1)C(CN3CC3=CC=C(C=C3)OCC)C2)CC(C)C